Cl.Cl.NC1C[C@H]2CC[C@@H](C1)N2C2=CC=C(C=N2)C=2C=1N(C=C(C2)C=2C=NN(C2)C)N=CC1C#N 4-(6-((1R,3R,5S)-3-amino-8-azabicyclo[3.2.1]oct-8-yl)pyridin-3-yl)-6-(1-methyl-1H-pyrazol-4-yl)pyrazolo[1,5-a]pyridine-3-carbonitrile dihydrochloride